Cl.FC1(CC(CCC1)CN)F (3,3-difluorocyclohexyl)methanamine hydrochloride